diphosphorous acid diphosphite salt OP(O)OP(O)O.P(O)(O)OP(O)O